(S)-1-pyrroline-5-carboxylic acid N1=CCC[C@H]1C(=O)O